Picolyl chloride-HCl Cl.N1=C(C=CC=C1)CCl